C1(CCCCC1)N(S(=O)(=O)C1C2C(=C(C(C1)O2)C2=C(C=C(C=C2)O)F)C2=C(C=C(C=C2)O)F)C2=CC=C(C=C2)OC N-cyclohexyl-5,6-bis(2-fluoro-4-hydroxyphenyl)-N-(4-methoxyphenyl)-7-oxabicyclo[2.2.1]hept-5-ene-2-sulfonamide